[Cl-].C(CCCCCCC)[N+](C)(C)C N-octyl-N,N,N-trimethylammonium chloride